5-(2-Isopropyl-4,5-dimethoxy-benzyl)-N*2*-phenyl-pyrimidine-2,4-diamine C(C)(C)C1=C(CC=2C(=NC(=NC2)NC2=CC=CC=C2)N)C=C(C(=C1)OC)OC